BrC1=C(NN=C1)C(C)C 4-bromo-3-isopropyl-2H-pyrazole